N-(2-((4-(2-((Benzo[d][1,3]dioxol-5-ylmethyl)(methyl)amino)ethyl)phenyl)carbamoyl)-4,5-dimethoxyphenyl)-4-oxo-4H-chromene-2-carboxamide O1COC2=C1C=CC(=C2)CN(CCC2=CC=C(C=C2)NC(=O)C2=C(C=C(C(=C2)OC)OC)NC(=O)C=2OC1=CC=CC=C1C(C2)=O)C